FC1=C(C=CC(=C1F)OC)C1=CN=C2N1C=CN=C2NC2=CC(=C(C=C2)C(=O)N2CCN(CC2)CCN(C)C)C (4-((3-(2,3-difluoro-4-methoxy-phenyl)imidazo[1,2-a]pyrazin-8-yl)amino)-2-methylphenyl)(4-(2-(dimethylamino)ethyl)piperazin-1-yl)methanone